(S)-10-cyano-2-cyclopentyl-N-((1-isopropylpyrrolidin-2-yl)methyl)-1-oxo-1,2-dihydropyrazino[1,2-a]indole-4-carboxamide C(#N)C1=C2N(C=3C=CC=CC13)C(=CN(C2=O)C2CCCC2)C(=O)NC[C@H]2N(CCC2)C(C)C